(2S,4S)-1-(9H-fluoren-9-ylmethoxycarbonyl)-4-(oxan-2-yloxy)pyrrolidin-2-carboxylic acid C1=CC=CC=2C3=CC=CC=C3C(C12)COC(=O)N1[C@@H](C[C@@H](C1)OC1OCCCC1)C(=O)O